CC1=CC(=CC(=N1)C#N)CC1CCOCC1 6-Methyl-4-((tetrahydro-2H-pyran-4-yl)methyl)-2-cyanopyridine